N1=CC=CC2=CC(=CC=C12)/C=C/C(=O)C1=CC=C(C=C1)S(=O)(=O)NCCC(=O)O 3-[[4-[(E)-3-Quinolin-6-ylprop-2-enoyl]phenyl]sulfonylamino]propanoic acid